NC1=CC=C(C=N1)C1=NN(C(=C1C1=C2C=NNC2=CC(=C1Cl)C)C)C1CC2(CN(C2)C(=O)OC(C)(C)C)C1 Tert-butyl 6-(3-(6-aminopyridin-3-yl)-4-(5-chloro-6-methyl-1H-indazol-4-yl)-5-methyl-1H-pyrazol-1-yl)-2-azaspiro[3.3]heptane-2-carboxylate